N'-(1,3-dimethylbutylidene)salicylic acid hydrazide CC(CC(C)C)=NNC(C=1C(O)=CC=CC1)=O